((3-bromophenyl)seleno)-2-phenyl-4H-pyridin BrC=1C=C(C=CC1)[Se]C1C(=NC=CC1)C1=CC=CC=C1